Pentamethylcyclopentadienyl-(1-phenethyl-5,6,7,8-tetrahydro-1H-cyclopenta[b]naphthalene) hafnium [Hf].CC1=C(C(=C(C1(C1(C=CC=2C1=CC=1CCCCC1C2)CCC2=CC=CC=C2)C)C)C)C